7-(benzylthio)-2-chloroquinoline C(C1=CC=CC=C1)SC1=CC=C2C=CC(=NC2=C1)Cl